Diisobutyl-bis-(2-ethoxyethoxy)silane C(C(C)C)[Si](OCCOCC)(OCCOCC)CC(C)C